C(C)C1=CC=C(C=C1)CCCCC=1C=CC2=C(C(CO2)=O)C1 (E)-5-(4-(4-ethylphenyl)butyl)-2,3-dihydro-1-benzofuran-3-one